3-[1-(2,6-dichloro-3-fluoro-phenyl)-ethoxy]-5-[4-(dimethyl-piperazin-1-ylmethyl)-phenyl]-pyridin-2-ylamine ClC1=C(C(=CC=C1F)Cl)C(C)OC=1C(=NC=C(C1)C1=CC=C(C=C1)C(N1CCNCC1)(C)C)N